1-(6-(7-oxa-2-azaspiro[3.5]non-2-yl)pyrimidine-4-yl)-4-(1H-1,2,3-triazole-1-yl)-1,2-dihydro-3H-pyrazole C1N(CC12CCOCC2)C2=CC(=NC=N2)N2NCC(=C2)N2N=NC=C2